3-(5H-pyrido[4,3-b]indol-7-yl)propanoic acid C1=NC=CC=2NC=3C=C(C=CC3C21)CCC(=O)O